NC1=NC=2C=CC(=CC2C2=C1C(OC2)C)C(=O)N2CC1N(CC2C2=CC=C(C=C2)OC)CCC1 (4-amino-3-methyl-1,3-dihydrofuro[3,4-C]quinolin-8-yl)(3-(4-methoxyphenyl)hexahydropyrrolo[1,2-a]pyrazin-2(1H)-yl)methanone